ClC1=CN=C2C(=C(C=NC2=C1C1=C(C(=CC(=C1)F)F)F)C(=O)N[C@H]1CCOC2=C1C=CC=C2)N(C)C 7-chloro-N-[(4S)-3,4-dihydro-2H-1-benzopyran-4-yl]-4-(dimethylamino)-8-(2,3,5-trifluorophenyl)-1,5-naphthyridine-3-carboxamide